C[C@@H]1CC[C@H]([C@@H](C1)OC(C(C)O)=O)C(C)C 2-hydroxy-propionic acid [(1R,2S,5R)-5-methyl-2-propan-2-ylcyclohexyl] ester